(2,2,2-trifluoroethyl)-1,3-dihydro-2H-imidazo[4,5-c]pyridin-2-one FC(CN1C(NC=2C=NC=CC21)=O)(F)F